C(C)OC[C@@H](NC1=C(C=NC2=CC=CC=C12)[N+](=O)[O-])C1(CCCC1)O 1-[(1R)-2-ethoxy-1-[(3-nitro-4-quinolinyl)amino]ethyl]cyclopentanol